3-Cyclopentyl-4-methoxy-N-(4-(pyrrolidin-1-ylsulfonyl)phenyl)benzamide C1(CCCC1)C=1C=C(C(=O)NC2=CC=C(C=C2)S(=O)(=O)N2CCCC2)C=CC1OC